methyl-1-pentadecyl-3-methylimidazole CC1N(C=CN1C)CCCCCCCCCCCCCCC